C(CCCCCCC\C=C/CCCCCCCC)(=O)OCC(OC(CCCCCCC\C=C/CCCCCCCC)=O)CO di-O-oleoyl-glycerol